COC(CNC(C(=O)NC=1N(N=C2C1[C@@H](N(CC2)C(=O)OC(C)(C)C)C)C2=CC(=C(C(=C2)C)F)C)=C=O)OC tert-butyl (S)-3-(2-((2,2-dimethoxyethyl) amino)-2-carbonylacetylamino)-2-(4-fluoro-3,5-dimethylphenyl)-4-methyl-2,4,6,7-tetrahydro-5H-pyrazolo[4,3-c]pyridine-5-carboxylate